3-(3-hydroxy-2-methyl-propoxy)pyrazol OCC(COC1=NNC=C1)C